[Ru]=O.[Rh] rhodium-ruthenium oxide